N1C(C2(C3=CC=CC=C13)OC=CC=C2)=O pyranspiro-oxindole